C(C1=CC=CC=C1)OC[C@H](C(=O)N1CCC2(CC1)CN(C1=CC=CC=C12)S(=O)(=O)C)NC(C(C)(C)NC(OCOP(=O)(OCC)OCC)=O)=O ((Diethoxyphosphoryl)oxy)methyl (R)-(1-((3-(benzoxy)-1-(1-(methylsulfonyl)spiro[indol-3,4'-piperidin]-1'-yl)-1-oxopropan-2-yl)amino)-2-methyl-1-oxopropan-2-yl)carbamate